NC=1SC(=C(N1)C(=O)[O-])CC(C)C 2-amino-5-isobutylthiazole-4-carboxylate